11-(1,1-dioxothiomorpholinyl)undecanamide O=S1(CCN(CC1)CCCCCCCCCCC(=O)N)=O